6-(4-ethoxyphenyl)-3-ethylpyrazine C(C)OC1=CC=C(C=C1)C1=CN=C(C=N1)CC